OC1CC2(CN(C2)C2=NOC(=C2)C(C(=O)OCC)C(C)C)C1 2-Ethyl 2-(3-(6-hydroxy-2-azaspiro[3.3]heptan-2-yl)isoxazol-5-yl)-3-methylbutanoate